1-allyl 3-benzyl (S)-3-(((benzyloxy)carbonyl)amino)pyrrolidine-1,3-dicarboxylate C(C1=CC=CC=C1)OC(=O)N[C@@]1(CN(CC1)C(=O)OCC=C)C(=O)OCC1=CC=CC=C1